2-Methoxy-6'-(3-(4'-methoxy-[1,1'-biphenyl]-4-yl)-2-phenyl-3H-indol-3-yl)-2'-phenylspiro[fluorene-9,3'-indole] COC1=CC2=C(C=C1)C1=CC=CC=C1C21C(=NC2=CC(=CC=C12)C1(C(=NC2=CC=CC=C12)C1=CC=CC=C1)C1=CC=C(C=C1)C1=CC=C(C=C1)OC)C1=CC=CC=C1